6-[(z)-amino(imino)methyl]-n-[4-(aminomethyl)phenyl]-4-(pyrimidin-2-ylamino)-2-naphthamide C1=CN=C(N=C1)NC2=C3C=C(C=CC3=CC(=C2)C(=O)NC4=CC=C(C=C4)CN)C(=N)N